(R)-1-(4-(1-aminoethyl)phenyl)-3-(4-chlorobenzyl)urea hydrochloride Cl.N[C@H](C)C1=CC=C(C=C1)NC(=O)NCC1=CC=C(C=C1)Cl